1,3-dibromo-5-n-propyl-5-methylhydantoin BrN1C(=O)N(C(=O)C1(C)CCC)Br